5-(4-((1H-indazol-6-yl)methoxy)phenyl)-2-oxo-6-(trifluoromethyl)-1,2-dihydropyridine-3-carboxamide N1N=CC2=CC=C(C=C12)COC1=CC=C(C=C1)C=1C=C(C(NC1C(F)(F)F)=O)C(=O)N